N=1C=CN2C1N=CC(=C2)C=2C=CN1N=C(N=C(C12)OC)NC1CCC2(CC2)CC1 5-(imidazo[1,2-a]pyrimidin-6-yl)-4-methoxy-N-(spiro[2.5]octan-6-yl)pyrrolo[2,1-f][1,2,4]triazin-2-amine